2-((3R,4S)-3-fluoro-4-(methoxy-d3)piperidin-1-yl)pyrimidin F[C@@H]1CN(CC[C@@H]1OC([2H])([2H])[2H])C1=NC=CC=N1